(3-fluoro-4-(trifluoromethyl)phenyl)(4-(5-((2,2,2-trifluoroethyl)amino)isoxazol-3-yl)piperidin-1-yl)methanone FC=1C=C(C=CC1C(F)(F)F)C(=O)N1CCC(CC1)C1=NOC(=C1)NCC(F)(F)F